FC(C(=O)OCCCN1N=CC(=C1C(N[C@H](C(=O)NC1=NC(=C(C=C1)C=1C(=NNC1C)C)F)C(C1CC1)C1CC1)=O)F)(F)F 3-[5-[[(1S)-1-(dicyclopropylmethyl)-2-[[5-(3,5-dimethyl-1H-pyrazol-4-yl)-6-fluoro-2-pyridyl]amino]-2-oxo-ethyl]carbamoyl]-4-fluoro-pyrazol-1-yl]propyl 2,2,2-trifluoroacetate